C(CCC)C1=CC=C(C=C1)C(C1=NOC(=N1)CC(C(=O)OC(C)(C)C)=C)(F)F tert-butyl 2-((3-((4-butylphenyl)difluoromethyl)-1,2,4-oxadiazol-5-yl)methyl)acrylate